O=C1N(CCC(N1)=O)N1C(C2=CC=C(C=C2C1=O)CN1CCC(CC1)=C1CCOC2=CC(=CC=C12)F)=O 2-(2,4-dioxotetrahydropyrimidin-1(2H)-yl)-5-((4-(7-fluorochroman-4-ylidene)piperidin-1-yl)methyl)isoindoline-1,3-dione